3-(5-(((1S,2R)-2-(ethyl(((1s,3S)-3-methoxycyclobutyl)methyl)amino)cyclopentyl)oxy)-1-oxoisoindolin-2-yl)piperidine-2,6-dione C(C)N([C@H]1[C@H](CCC1)OC=1C=C2CN(C(C2=CC1)=O)C1C(NC(CC1)=O)=O)CC1CC(C1)OC